1-(4-(5-(chlorodifluoromethyl)-1,2,4-oxadiazol-3-yl)phenyl)-2-(cyclopropylmethoxy)ethan-1-one ClC(C1=NC(=NO1)C1=CC=C(C=C1)C(COCC1CC1)=O)(F)F